Cl.ClC1=C(C=C(C=C1C)F)[C@@H]1NCC[C@@H]1N1CCOCC1 4-[(2S,3S)-2-(2-chloro-5-fluoro-3-methyl-phenyl)pyrrolidin-3-yl]morpholine hydrochloride